CC12CC(C1)(C2)C(=O)NC2=CNC1=CC=C(C=C21)OC2CC(C2)C2=CC=C(C=C2)C(F)(F)F 3-methyl-N-{5-[(1R,3R)-3-[4-(trifluoromethyl)-phenyl]cyclobutoxy]-1H-indol-3-yl}bicyclo-[1.1.1]pentane-1-carboxamide